C(O)(O)=O (R)-carbonic acid